ClC1=CC=C2C(=CNC2=C1)S(=O)(=O)NC1=NC=C(C(=N1)OC)OCC(F)F 6-chloro-N-[5-(2,2-difluoroethoxy)-4-methoxy-pyrimidin-2-yl]-1H-indole-3-sulfonamide